ClC=1C=C(C=C(C1)Cl)[C@@]1(CC(=NO1)C1=CC(=C(C(=O)OC)C=C1)C)C(F)(F)F methyl (S)-4-(5-(3,5-dichlorophenyl)-5-(trifluoromethyl)-4,5-dihydroisoxazol-3-yl)-2-methylbenzoate